[N+]1(=CC=CC2=CC=C3C=CC=NC3=C12)[O-] 1,10-phenanthroline-N-oxide